N4-(9-ethyl-9H-carbazole-3-yl)-N2-[3-(4-morpholinyl)propyl]-2,4-pyrimidinediamine C(C)N1C2=CC=CC=C2C=2C=C(C=CC12)NC1=NC(=NC=C1)NCCCN1CCOCC1